C(#N)C=1C=CC2=C(SC(=C2)B(O)O)C1 6-CYANOBENZO[B]THIOPHEN-2-YLBORONIC ACID